(+)-1-Benzhydryl-2',3'-dimethyl-1',7'-dihydrospiro[indoline-3,6'-pyrrolo[3,2-k]phenanthridin]-2-one C(C1=CC=CC=C1)(C1=CC=CC=C1)N1C(C2(NC=3C=CC=CC3C=3C4=C(C=CC23)C(=C(N4)C)C)C4=CC=CC=C14)=O